CN(CCN1N=C(C=C1C)C1=NN2C(N=C(C=C2N2CCOCC2)N2N=C(C=C2)C=2C=C(C=CC2)C)=C1)C N,N-dimethyl-2-[5-methyl-3-[7-morpholino-5-[3-(m-tolyl)pyrazol-1-yl]pyrazolo[1,5-a]pyrimidin-2-yl]pyrazol-1-yl]ethanamine